2-chloro-3-(2,3-dichloro-4-pyridyl)aniline ClC1=C(N)C=CC=C1C1=C(C(=NC=C1)Cl)Cl